N1(CCC2(CC1)OCC1=CC=CC=C12)C1=C(C=C(C=C1)C(F)(F)F)NS(=O)(=O)C=1C=C(C(=O)O)C=CC1OC 3-(N-(2-(spiro[isobenzofuran-1,4'-piperidin]-1'-yl)-5-(trifluoromethyl)phenyl)sulfamoyl)-4-methoxybenzoic acid